(2S,4R)-4-Hydroxy-1-(2'-methyl-[1,1'-biphenyl]-4-carbonyl)pyrrolidine-2-carboxylic acid methyl ester COC(=O)[C@H]1N(C[C@@H](C1)O)C(=O)C1=CC=C(C=C1)C1=C(C=CC=C1)C